di(p-aminophenoxy)dimethylsilane NC1=CC=C(O[Si](C)(C)OC2=CC=C(C=C2)N)C=C1